1-(5-tert-butyl-1-ethyl-pyrazol-3-yl)-3-chloro-2-hydroxy-4-ethyl-2H-pyrrol-5-one C(C)(C)(C)C1=CC(=NN1CC)N1C(C(=C(C1=O)CC)Cl)O